(S)-1-(4-(3-((1r,3r,5S,7S)-3,5-dimethyladamantan-1-yl)ureido)-3-fluorobenzyl)-N-(7-(hydroxyamino)-7-oxoheptyl)piperidine-3-carboxamide C[C@]12CC3(CC(C[C@@](C1)(C3)C)C2)NC(NC2=C(C=C(CN3C[C@H](CCC3)C(=O)NCCCCCCC(=O)NO)C=C2)F)=O